C(C)(=O)C1=C(C=C(C=C1)Cl)N1CC(N(CC1=O)C(C(=O)NC1=CC=C(C(=O)O)C=C1)CC1=CC=CC=C1)=O 4-(2-(4-(2-acetyl-5-chlorophenyl)-2,5-dioxopiperazin-1-yl)-3-phenylpropanamido)benzoic acid